N[S@@](=NC(CC=1C(=C2COCC2=CC1C(C)C)C(C)C)=O)(=O)C1=NN(C=C1)C(C)C (S)-N-(amino(1-isopropyl-1H-pyrazol-3-yl)(oxo)-λ6-sulfaneylidene)-2-(4,6-diisopropyl-1,3-dihydroisobenzofuran-5-yl)acetamide